[Ti+4].C(CCCCCCC)OC(C(=O)[O-])(OC(C(=O)[O-])(OCCCCCCCC)C=CCCCCCC)C=CCCCCCC.C(CCCCCCC)OC(C(=O)[O-])(OC(C(=O)[O-])(OCCCCCCCC)C=CCCCCCC)C=CCCCCCC dioctyloxybis(octenylglycolate) titanium